pyrrol 2,2,2-trifluoroethyl-2-[ethyl-[[2-methyl-4-(1,1,2,2,2-pentafluoroethyl)phenyl]methyl]amino]-2-oxo-acetate FC(CC(C1=C(C=C(C=C1)C(C(F)(F)F)(F)F)C)N(C(C(=O)O)=O)CC)(F)F.N1C=CC=C1